CC=1C=C2C=CNC2=CC1OC(F)(F)F 5-methyl-6-(trifluoromethoxy)-1H-indole